FC1=C(CCC2=CC=C(C=C2)NC(OC(C)(C)C)=O)C=CC(=C1CO)C tert-butyl (4-(2-fluoro-3-(hydroxymethyl)-4-methylphenethyl) phenyl)carbamate